tert-butyl (cis-2-(3-nitrophenyl)cyclobutane-1-carbonyl)(quinolin-8-yl)carbamate [N+](=O)([O-])C=1C=C(C=CC1)[C@@H]1[C@@H](CC1)C(=O)N(C(OC(C)(C)C)=O)C=1C=CC=C2C=CC=NC12